CC1(CC1)OC=1C=C2C(=NNC2=CC1)C1=NC=NC(=C1)N1C[C@@H](N(CC1)CCOC1CCNCC1)C 5-(1-methylcyclopropoxy)-3-[6-[(3S)-3-methyl-4-[2-(4-piperidyloxy)ethyl]piperazin-1-yl]pyrimidin-4-yl]-1H-indazole